BrC1=CC=C(C2=C1N=NN2C)N2CCN(CC2)C(=O)OC(C)(C)C tert-butyl 4-(7-bromo-3-methyl-1,2,3-benzotriazol-4-yl)piperazine-1-carboxylate